NC=1C=C(C=C(C1)C(=O)O)B(O)O 3-AMINO-5-CARBOXYLPHENYLBORONIC ACID